C(C)(C)(C)C=1C=C(C=CC1)C=1C=C2CCCC(C2=CC1)NC(O[C@@H]1CN2CCC1CC2)=O (S)-quinuclidin-3-yl (6-(3-(tert-butyl)phenyl)-1,2,3,4-tetrahydronaphthalen-1-yl)carbamate